nonylacetone C(CCCCCCCC)CC(C)=O